C(CCC)N1CCOCC1 Butylmorpholin